C(C)(C)(C)C1N(CCC(C1)N1C(C2=C(C=C(C=C2C=C1)C=1C=C(C=2N(C1)C=C(N2)C)C(C)=O)F)=O)C(=O)OC2=CC(=NC=C2)OC(F)(F)F 2-(trifluoromethoxy)pyridin-4-ol tert-butyl-4-(6-{8-acetyl-2-methylimidazo[1,2-a]pyridin-6-yl}-8-fluoro-1-oxoisoquinolin-2-yl)piperidine-1-carboxylate